N1(C=NC=C1)C=1C=C(C(=O)NC2CCC(CC2)OCCOC)C=CN1 2-(1H-imidazol-1-yl)-N-((1r,4r)-4-(2-methoxyethoxy)cyclohexyl)isonicotinamide